Cl.BrC1=CC=C(C(=N1)NC(=O)[C@H]1N[C@@H](CC1)C)C (2S,5R)-N-(6-bromo-3-methylpyridin-2-yl)-5-methylpyrrolidine-2-carboxamide hydrochloride